N(C1=CC=CC=C1)C1=CC=C(C=C1)NC(C=C)=O N-(4-anilinophenyl)acrylamide